F[C@H]1C[C@@H](N(C1)[C@H]1CN(CC1)C)C(=O)NC=1C=CC=C2C(=CNC12)C1=NC(=NC=C1C)NC=1C(=NN(C1)C)OC (2R,3'R,4S)-4-fluoro-N-(3-(2-((3-methoxy-1-methyl-1H-pyrazol-4-yl)amino)-5-methylpyrimidin-4-yl)-1H-indol-7-yl)-1'-methyl-[1,3'-bipyrrolidine]-2-carboxamide